(1r,4r)-4-(3-bromoanilino)-2'-(3-methoxyphenyl)-2',3'-dihydrospiro[cyclohexane-1,1'-isoindole]-4-carboxylic acid BrC=1C=C(NC2(CCC3(N(CC4=CC=CC=C34)C3=CC(=CC=C3)OC)CC2)C(=O)O)C=CC1